[Cl-].[Cl-].C(CC)C1(C=CC=C1)[Hf+2]C1C=CC=C1 (propylcyclopentadienyl)(cyclopentadienyl)hafnium (IV) dichloride